3-[2-cyclopentyl-2-phenyl-2-(2-cyclopentyl-2-hydroxy-2-phenylethoxy)ethoxy]quinuclidine hydrochloride Cl.C1(CCCC1)C(COC1CN2CCC1CC2)(OCC(C2=CC=CC=C2)(O)C2CCCC2)C2=CC=CC=C2